ClC=1C=C(C(=C(C1)C1=CC=C(C=C1)OC(C(=O)OCC)(C)C)NS(=O)(=O)C=1C=NC=C(C1)CC)F ethyl 2-({5'-chloro-2'-[(5-ethylpyridine-3-sulfonyl) amino]-3'-fluoro [1,1'-biphenyl]-4-yl} oxy)-2-methylpropionate